8-methoxy-1-methyl-4,5-dihydro-6H-benzo[6,7]cyclohepta[1,2-d]isoxazol-6-one COC=1C=CC2=C(C(CCC3=C2C(=NO3)C)=O)C1